C(#N)C1=CC=C(C=C1)C1=CN=C2SC(=NN21)C2=CC=C(C(=O)NCCCN1CCOCC1)C=C2 4-(5-(4-cyanophenyl)imidazo[2,1-b][1,3,4]thiadiazol-2-yl)-N-(3-morpholinopropyl)benzamide